[(1R,2S,4R)-4-{[5-({4-[2-(4-chlorophenyl)ethyl]-2-thienyl}carbonyl)pyrimidin-4-yl]amino}-2-hydroxycyclopentyl]methyl sulfamate S(N)(OC[C@@H]1[C@H](C[C@@H](C1)NC1=NC=NC=C1C(=O)C=1SC=C(C1)CCC1=CC=C(C=C1)Cl)O)(=O)=O